N1=C(N=CC2=C1C=1C=CC=CC1OC2)NCC2=C(N=NN2C)C2=CC=C(C(=N2)C)O[C@@H]2C[C@H](CCC2)C(=O)O (1S,3S)-3-((6-(5-(((5H-chromeno[4,3-d]pyrimidin-2-yl)amino)methyl)-1-methyl-1H-1,2,3-triazol-4-yl)-2-methylpyridin-3-yl)oxy)cyclohexanecarboxylic acid